monosodium phosphinicobis(succinic acid) P(=O)(O)(C(C(=O)O)CC(=O)O)C(C(=O)O)CC(=O)O.[Na]